1-dodecyl-3-hexadecyl-imidazole bromine salt [Br].C(CCCCCCCCCCC)N1CN(C=C1)CCCCCCCCCCCCCCCC